The molecule is a hydroxy fatty acid anion that is the conjugate base of 14-hydroxypalmitic acid, obtained by deprotonation of the carboxy group; major species at pH 7.3. It is a hydroxy fatty acid anion and a long-chain fatty acid anion. It is a conjugate base of a 14-hydroxypalmitic acid. CCC(CCCCCCCCCCCCC(=O)[O-])O